1-(7-(8-Ethyl-7-fluoro-3-hydroxynaphthalen-1-yl)-8-fluoro-2-(((2R,7aS)-2-fluorotetrahydro-1H-pyrrolizin-7a(5H)-yl)methoxy)pyrido[4,3-d]pyrimidin-4-yl)azetidine-2-carboxamide C(C)C=1C(=CC=C2C=C(C=C(C12)C1=C(C=2N=C(N=C(C2C=N1)N1C(CC1)C(=O)N)OC[C@]12CCCN2C[C@@H](C1)F)F)O)F